COC1=C(C=C2C(=NC=3N(C2=C1)C=NC3)N[C@H](C)C3=CC(=CC(=C3)C(F)(F)F)[N+](=O)[O-])O (R)-8-methoxy-5-((1-(3-nitro-5-(trifluoromethyl)phenyl)ethyl)amino)imidazo[1,5-a]quinazolin-7-ol